N-[(4-fluorophenyl)methyl]-N-[[4-(2-methylpropyloxy)phenyl]methyl]-4-(pyrrolidin-3-yl)pyrimidin-2-amine FC1=CC=C(C=C1)CN(C1=NC=CC(=N1)C1CNCC1)CC1=CC=C(C=C1)OCC(C)C